O=C1NC(CCC1N1C(C2=CC=C(C=C2C1)NC(=O)N1C(C2=CC(=CC=C2C1)C(F)(F)F)COC)=O)=O N-(2-(2,6-dioxopiperidin-3-yl)-1-oxoisoindolin-5-yl)-1-(methoxymethyl)-6-(trifluoromethyl)isoindoline-2-carboxamide